tetramercaptobenzene SC1=C(C(=C(C=C1)S)S)S